(S)-3-(5-(((3S,4S)-4-(Methoxymethyl)-1-((2-(tetrahydro-2H-pyran-4-yl)quinazolin-6-yl)methyl)pyrrolidin-3-yl)oxy)-1-oxoisoindolin-2-yl)piperidine-2,6-dione COC[C@H]1[C@@H](CN(C1)CC=1C=C2C=NC(=NC2=CC1)C1CCOCC1)OC=1C=C2CN(C(C2=CC1)=O)[C@@H]1C(NC(CC1)=O)=O